ClC1=C2C(=NC(=C1)C1=NC=CC(=C1)OCCN(C)C)CCC2 {2-[(2-{4-chloro-5H,6H,7H-cyclopenta[b]pyridin-2-yl}pyridin-4-yl)oxy]ethyl}dimethylamine